NCC1=CC(=C(C(=C1)C)NC(=O)C1=CC2=C(OCCC3=C2SC=C3)C=C1C=1C(=NC(=CC1)C(=O)N1[C@@H](CCC1)C1=CC=CC=C1)C(=O)OC)C methyl (S)-3-(9-((4-(aminomethyl)-2,6-dimethylphenyl)carbamoyl)-4,5-dihydrobenzo[b]thieno[2,3-d]oxepin-8-yl)-6-(2-phenylpyrrolidine-1-carbonyl)picolinate